(4aR,6R,7R,8R,8aR)-7-methoxy-2,2-dimethyl-8-(4-(2-methylbenzo[d]thiazol-6-yl)-1H-1,2,3-triazol-1-yl)hexahydropyrano[3,2-d][1,3]dioxine-6-carboxylic acid CO[C@@H]1[C@H]([C@H]2OC(OC[C@H]2O[C@H]1C(=O)O)(C)C)N1N=NC(=C1)C1=CC2=C(N=C(S2)C)C=C1